NC1=C(C=C(C=N1)NC(C(=O)N1C(CC[C@@H](C1)C)C=1C=CC2=C(N=C(S2)C2CCN(CC2)C)C1)=O)C1COCC1 N-(6-amino-5-tetrahydrofuran-3-Yl-3-pyridyl)-2-[(5S)-5-methyl-2-[2-(1-methyl-4-piperidyl)-1,3-Benzothiazol-5-Yl]-1-piperidyl]-2-oxo-acetamide